tert-butyl N-(3-methyl-4,5,6,7-tetrahydrobenzothiophen-6-yl)carbamate CC1=CSC2=C1CCC(C2)NC(OC(C)(C)C)=O